8-(5-fluoropyrimidin-2-yl)-3-nitro-6,6a,7,8,9,10-hexahydropyrazino[1,2-d]pyrido[3,2-b][1,4]oxazine FC=1C=NC(=NC1)N1CC2N(C3=C(OC2)C=C(C=N3)[N+](=O)[O-])CC1